(3-fluoro-4-(7-((tetrahydro-2H-pyran-4-yl) carbamoyl) benzo[d]imidazo[2,1-b]thiazol-2-yl) phenyl) morpholine-4-carboxylate N1(CCOCC1)C(=O)OC1=CC(=C(C=C1)C=1N=C2SC3=C(N2C1)C=CC(=C3)C(NC3CCOCC3)=O)F